O1C(OCCC1)CCN(S(=O)C(C)(C)C)CC=1C=NC=CC1 N-(2-(1,3-dioxan-2-yl)ethyl)-2-methyl-N-(pyridin-3-ylmethyl)propane-2-sulfinamide